ClC1=C2C(=CNC2=CC=C1F)C=O 4-CHLORO-5-FLUOROINDOLE-3-CARBOXALDEHYDE